1-methyl-1H-benzo[d]Imidazole-6-carboxylic acid methyl ester COC(=O)C=1C=CC2=C(N(C=N2)C)C1